phenyl{[phenyl(biphenylyl)triazinyl]phenyl}Dibenzothiophene C1(=CC=CC=C1)C1=C(C2=C(SC3=C2C=CC=C3)C=C1)C1=C(C=CC=C1)C1=NN=NC(=C1C1=C(C=CC=C1)C1=CC=CC=C1)C1=CC=CC=C1